Methyl 2-oxo-1,5,7,8-tetrahydro-2H-pyrano[4,3-b]pyridine-3-carboxylate O=C1C(=CC2=C(N1)CCOC2)C(=O)OC